ClC1=CC=C(C=C1)C[C@@H](C(C)=O)C (S)-(+)-4-(4-chlorophenyl)-3-methyl-2-butanone